C(=O)(O)[C@@H](CC1=CC=C(C(=O)O)C=C1)NC (R)-4-(2-carboxy-2-(methylamino)ethyl)benzoic acid